5-[6-ethoxy-5-(trifluoromethyl)pyridin-3-yl]-N7-{[1-(methoxymethyl)cyclohexyl]methyl}-N7-methyl-1H-imidazo[4,5-b]pyridine-2,7-diamine C(C)OC1=C(C=C(C=N1)C1=CC(=C2C(=N1)N=C(N2)N)N(C)CC2(CCCCC2)COC)C(F)(F)F